methyl isopropyl sulfone ammonium salt [NH4+].C(C)(C)S(=O)(=O)C